ClC=1C(=C(C#N)C(=CC1)C(F)(F)F)F 3-chloro-2-fluoro-6-(trifluoromethyl)benzonitrile